1-((2,5-Dichloro-4-(1,1,2,3,3,3-hexafluoropropoxy)phenyl)amino)-3-(2,6-difluoro-3-nitrophenyl)propan-2-ol ClC1=C(C=C(C(=C1)OC(C(C(F)(F)F)F)(F)F)Cl)NCC(CC1=C(C(=CC=C1F)[N+](=O)[O-])F)O